BrC1=CC=C(C=C1)C1(CCN(CC1)C1(CC=CC=C1)C)N(C)C 4-(4-bromophenyl)-N,N-dimethyl-1-(1-methylphenyl)piperidin-4-amine